NC1=C(N=CC(=N1)N1CCC2(CC1)[C@@H](C=1C(=NC=CC1)C2)N)SC2=C(C=NC=C2)Cl (S)-1'-(6-amino-5-((3-chloropyridin-4-yl)thio)pyrazin-2-yl)-5,7-dihydrospiro[cyclopenta[b]pyridine-6,4'-piperidin]-5-amine